CN1CCN(CC1)CCNC(=O)N 2-(4-methylpiperazin-1-yl)ethylurea